C1(=CC(=CC=C1)CN1C(CCC1=O)C(=O)O)C1=CC=CC=C1 1-([1,1'-biphenyl]-3-ylmethyl)-5-oxopyrrolidine-2-carboxylic acid